p-trifluoromethylpyridine-2-carbaldehyde FC(C1=CC(=NC=C1)C=O)(F)F